5-bromo-4-chloro-6-(4-fluorophenyl)pyridin-2-amine BrC=1C(=CC(=NC1C1=CC=C(C=C1)F)N)Cl